C1(=CC=CC=C1)C=1C2=CC=C3C=CC=CC3=C2C=C2C=CC=CC12 7-Phenyltetraphene